C(=O)(C=C)N1C(=O)OC(C)O1 epoxyacryl-urethane